2-(3-(4-(4-(quinoxalin-2-yl)-1H-pyrazol-1-yl)piperidin-1-yl)phenyl)acetamide N1=C(C=NC2=CC=CC=C12)C=1C=NN(C1)C1CCN(CC1)C=1C=C(C=CC1)CC(=O)N